O1CNC2NC=CN=C21 tetrahydrooxazolopyrazine